ClC=1C=C(C(=O)OC)C=C(C1)I methyl 3-chloro-5-iodobenzoate